OC(COC1=NN(C=C1NC=1N=CC2=C(N1)N(C(=C2)C#N)[C@H]2COC[C@@H]2C)C)(C)C 2-((3-(2-hydroxy-2-methylpropyloxy)-1-methyl-1H-pyrazol-4-yl)amino)-7-((3r,4r)-4-methyltetrahydrofuran-3-yl)-7H-pyrrolo[2,3-d]pyrimidine-6-carbonitrile